BrC1=NC=C(C=C1C(F)(F)F)[N+](=O)[O-] 2-bromo-5-nitro-3-trifluoromethylpyridine